CC=1C=2C(C(=NN1)N[C@H](C)C=1SC(=CC1)C1=C(C=CC=C1)CNC)=CN(C(C2)=O)C2(CC2)C (R)-1-Methyl-4-((1-(5-(2-((methylamino)methyl)phenyl)thiophen-2-yl)ethyl)amino)-6-(1-methylcycloPropyl)pyrido[3,4-d]pyridazin-7(6H)-one